(rac)-ethyl 7-{5-(hydroxymethyl)-1-methyl-3-[(tetrahydro-2H-pyran-2-yloxy)methyl]-1H-pyrazol-4-yl}-3-[3-(naphthalen-1-yloxy)propyl]-1H-indole-2-carboxylate OCC1=C(C(=NN1C)CO[C@H]1OCCCC1)C=1C=CC=C2C(=C(NC12)C(=O)OCC)CCCOC1=CC=CC2=CC=CC=C12 |r|